ClC1=NC=C2N(C(N(C2=N1)CC1=CC=C(C=C1)C=1N(C=C(C1)Cl)C)=N)C 2-chloro-9-(4-(4-chloro-1-methyl-1H-pyrrol-2-yl)benzyl)-7-methyl-7,9-dihydro-8H-purin-8-imine